ClC1=NN2C(C(=N1)NC=1N=CN(C1)C1CC3(CC(C3)O)C1)=CC=C2 6-(4-((2-chloropyrrolo[2,1-f][1,2,4]triazin-4-yl)amino)-1H-imidazol-1-yl)spiro[3.3]heptan-2-ol